4-methyl-4'-(morpholinomethyl)-[1,1'-biphenyl]-3-carboxamide CC1=C(C=C(C=C1)C1=CC=C(C=C1)CN1CCOCC1)C(=O)N